N,N,3-trimethylazetidine-3-carboxamide CN(C(=O)C1(CNC1)C)C